C(C1=CC=CC=C1)N(C=1C=C(C(=C2NC(C(NC12)=O)(C)C)F)Br)C 8-(benzyl-(methyl)amino)-6-bromo-5-fluoro-3,3-dimethyl-3,4-dihydroquinoxalin-2(1H)-one